COC=1C=C2C=CN=C(C2=CC1NC(CCCN1CCCCC1)=O)NC=1C=C(C=CC1)C N-(6-methoxy-1-(m-tolylamino)isoquinolin-7-yl)-4-(piperidin-1-yl)butanamide